1-{4-[(2-{3-[(4-methanesulfonyl-2-methoxyphenyl)amino]prop-1-yn-1-yl}-3-(2,2,2-trifluoroethyl)imidazo[1,2-a]pyridin-8-yl)amino]piperidin-1-yl}ethanone CS(=O)(=O)C1=CC(=C(C=C1)NCC#CC=1N=C2N(C=CC=C2NC2CCN(CC2)C(C)=O)C1CC(F)(F)F)OC